6-chloro-1',2',3',6'-tetrahydro-2,4'-bipyridine p-toluenesulfonate CC1=CC=C(C=C1)S(=O)(=O)O.ClC1=CC=CC(=N1)C=1CCNCC1